C1(CCCCC1)CN1N=CC2=CC(=CC=C12)NC1=C(C(=O)O)C=C(C=N1)C1CC1 2-((1-(cyclohexylmethyl)-1H-indazol-5-yl)amino)-5-cyclopropyl-nicotinic acid